COC=1C=C(C2OC3=C(C(=CC(=C3C(C2)=O)OC)OC)OC)C=CC1OC 3',4',5,7,8-pentamethoxyflavanone